C(#N)C1(CC1)NS(=O)(=O)C1=CC=C2C3=C(N(C2=C1)C=1SC(=NN1)C(F)F)N=CN=C3N3C[C@@H](OC[C@H]3C)C N-(1-cyanocyclopropyl)-9-(5-(difluoromethyl)-1,3,4-thiadiazol-2-yl)-4-((2S,5R)-2,5-dimethylmorpholino)-9H-pyrimido[4,5-b]indole-7-sulfonamide